N-(2-chlorobenzyl)-2-(3-(1-methyl-1H-imidazol-4-yl)-6-oxopyridazin-1(6H)-yl)acetamide ClC1=C(CNC(CN2N=C(C=CC2=O)C=2N=CN(C2)C)=O)C=CC=C1